tert-butyl-1-methyl-5-[methyl(4-piperidyl)amino]-3,4-dihydro-1H-isoquinoline C(C)(C)(C)C1(NCCC2=C(C=CC=C12)N(C1CCNCC1)C)C